methyl 6-chloropyridazine-3-carboxylate ClC1=CC=C(N=N1)C(=O)OC